FC1(CCC(CC1)[C@@H](C(=O)NC1=NC=CC(=C1)C(COC)NC(CCC(F)(F)F)=O)NC(OC(C)(C)C)=O)F tert-butyl ((1S)-1-(4,4-difluorocyclohexyl)-2-((4-(2-methoxy-1-(4,4,4-trifluorobutanamido)ethyl)pyridin-2-yl)amino)-2-oxoethyl)carbamate